5-(2-(5-methyl-2-(3-(N-methylsulfamoyl)phenyl)piperidin-1-yl)-2-oxoacetamido)nicotinamide CC1CCC(N(C1)C(C(=O)NC=1C=NC=C(C(=O)N)C1)=O)C1=CC(=CC=C1)S(NC)(=O)=O